COCCOC1=CC=C(C=C1)NS(=O)(=O)C1=CC=C(C=C1)NC(NCC=1C=NC=CC1)=O 3-(4-{[4-(2-methoxyethoxy)phenyl]sulfamoyl}phenyl)-1-(pyridin-3-ylmethyl)urea